O=C1N(C=NC2=CC=C(C=C12)C=1C=CC2=C(NC(=N2)NC(OC)=O)C1)CCN1CCCCC1 Methyl (6-(4-oxo-3-(2-(piperidin-1-yl)ethyl)-3,4-dihydroquinazolin-6-yl)-1H-benzo[d]imidazol-2-yl)carbamate